FC1=CC=C2C(=NC(=NC2=C1)C=1C=CC(=NC1)N1CCC2(CCO2)CC1)C 7-(5-(7-fluoro-4-methylquinazolin-2-yl)pyridin-2-yl)-1-oxa-7-azaspiro[3.5]nonane